N-(3-(6-(4-(4-(2-((2R,6S)-2,6-bis(3-methylpyridin-2-yl)piperidin-1-yl)ethyl)piperazine-1-carbonyl)phenyl)-7H-pyrrolo[2,3-d]pyrimidin-4-yl)-2-methylphenyl)benzamide CC=1C(=NC=CC1)[C@@H]1N([C@@H](CCC1)C1=NC=CC=C1C)CCN1CCN(CC1)C(=O)C1=CC=C(C=C1)C1=CC2=C(N=CN=C2C=2C(=C(C=CC2)NC(C2=CC=CC=C2)=O)C)N1